1-benzyl-4-(4-ethylphenyl)-1H-1,2,3-triazole C(C1=CC=CC=C1)N1N=NC(=C1)C1=CC=C(C=C1)CC